C1=CC=C2C(=C1)C(=C(S2)/C=C\\C(=O)C(=O)O)[O-] The molecule is a 4-(3-hydroxy-1-benzothiophen-2-yl)-2-oxobut-3-enoate in which the acyclic double bond has Z-geometry. It is a conjugate base of a cis-4-(3-hydroxy-1-benzothiophen-2-yl)-2-oxobut-3-enoic acid.